C(CCCCCCC)C(C(C(=O)O)CCCCCCCC)C(=O)O.C(CCC(=O)OCCCCCCCC)(=O)OCCCCCCCC dioctyl succinate (Dioctyl succinate)